C1(CCCCC1)[C@@]1([C@@H](C2=CC=C(C=C2CC1)O)C1=CC=C(C=C1)N1CCC(CC1)C=O)C 1-(4-((1R,2R)-2-cyclohexyl-6-hydroxy-2-methyl-1,2,3,4-tetrahydronaphthalen-1-yl)phenyl)piperidine-4-carbaldehyde